(S)-N-(azepan-3-yl)-4-(9H-purin-6-yl)-3,4-dihydro-2H-1,4-thiazine-6-carboxamide hydrochloride Cl.N1C[C@H](CCCC1)NC(=O)C1=CN(CCS1)C1=C2N=CNC2=NC=N1